F[C@@H]1[C@]2(CCC[C@@](C[C@@H]1OC1=CC=C(N=N1)C1=C(C=C(C=C1)C=1C=NNC1)O)(N2)C)C 2-(6-(((1r,2r,3s,5s)-2-fluoro-1,5-dimethyl-9-azabicyclo[3.3.1]non-3-yl)oxy)pyridazin-3-yl)-5-(1H-pyrazol-4-yl)phenol